6-(4-fluorophenyl)-4-hydroxy-N-(1-(hydroxymethyl)cyclohexyl)-2-oxo-1-(2-oxoethyl)-1,2-dihydro-1,8-naphthyridine-3-carboxamide FC1=CC=C(C=C1)C=1C=C2C(=C(C(N(C2=NC1)CC=O)=O)C(=O)NC1(CCCCC1)CO)O